C(C1=CC=CC=C1)N1CCC2(CC1)OC(C(C(C(C(C(CC(CN(C2)C)C)(C)OC)O[C@@H]2O[C@@H](C[C@@H]([C@H]2O)N(C)C)C)C)=O)C)=O 3-Benzyl-12-(((2S,3R,4S,6R)-4-(dimethylamino)-3-hydroxy-6-methyltetrahydro-2H-pyran-2-yl)oxy)-13-methoxy-9,11,13,15,17-pentamethyl-7-oxa-3,17-diazaspiro[5.12]octadecane-8,10-dione